4-(7-(8-ethylnaphthalen-1-yl)-2-((tetrahydro-1H-pyrrolizin-7a(5H)-yl)methoxy)-5,6,7,8-tetrahydropyrido[3,4-d]pyrimidin-4-yl)-6-(1H-pyrazol-1-yl)-1,4-oxazepane C(C)C=1C=CC=C2C=CC=C(C12)N1CC=2N=C(N=C(C2CC1)N1CCOCC(C1)N1N=CC=C1)OCC12CCCN2CCC1